(S)-1-((R)-4-(6-(6-ethynyl-4-methoxy-2-methylpyridin-3-yl)-4,7-dimethyl-7H-pyrrolo[2,3-d]pyrimidin-5-yl)cyclohex-3-ene-1-carbonyl)pyrrolidine-2-carbonitrile C(#C)C1=CC(=C(C(=N1)C)C1=C(C2=C(N=CN=C2C)N1C)C1=CC[C@@H](CC1)C(=O)N1[C@@H](CCC1)C#N)OC